FC=1C(=NC(=NC1)NC=1C(=NN(C1)C1CCNCC1)C)C1=CC2=C(OCCN2C(C)C)C(=C1)F 5-fluoro-4-(8-fluoro-4-isopropyl-3,4-dihydro-2H-benzo[b][1,4]oxazin-6-yl)-N-(3-methyl-1-(piperidin-4-yl)-1H-pyrazol-4-yl)pyrimidin-2-amine